ClC=1C=CC(=C(C1)C1=CC(=C(N=N1)C)NC1=CC(=NC=C1)NC(CCN1CCS(CC1)(=O)=O)=O)F N-(4-{[6-(5-Chloro-2-Fluorophenyl)-3-Methylpyridazin-4-yl]Amino}Pyridin-2-yl)-3-(1,1-Dioxo-1λ6-Thiomorpholin-4-yl)Propanamid